2-(1H-pyrrol-1-yl)-3-(3-(4-(3-(3-(trifluoromethyl)phenyl)ureido)phenoxy)azetidin-1-yl)benzoic acid N1(C=CC=C1)C1=C(C(=O)O)C=CC=C1N1CC(C1)OC1=CC=C(C=C1)NC(=O)NC1=CC(=CC=C1)C(F)(F)F